tert-Butyl 4-[4-(2-[[(benzyloxy)carbonyl]amino]ethyl)phenyl]piperazine-1-carboxylate C(C1=CC=CC=C1)OC(=O)NCCC1=CC=C(C=C1)N1CCN(CC1)C(=O)OC(C)(C)C